1,1,1,3,3,3-Hexafluoropropan-2-yl (S)-1-((pyridin-3-ylmethyl)carbamoyl)-6-azaspiro[2.5]octan-6-carboxylat N1=CC(=CC=C1)CNC(=O)[C@H]1CC12CCN(CC2)C(=O)OC(C(F)(F)F)C(F)(F)F